CC1=C(OC2=CC=C(N)C=C2)C=C(C=C1C)C 4-(2,3,5-trimethylphenoxy)aniline